FC1=CC=C(C=N1)C1=CC(N(C1)C(=O)OC(C)(C)C)=O tert-butyl 4-(6-fluoropyridin-3-yl)-2-oxo-2,5-dihydro-1H-pyrrole-1-carboxylate